tert-butyl (R)-(8-(5-((2,3-dichlorophenyl)thio)-3-((2-hydroxyethyl)amino)-6-methylpyrazin-2-yl)-8-azaspiro[4.5]decan-1-yl)carbamate ClC1=C(C=CC=C1Cl)SC=1N=C(C(=NC1C)N1CCC2(CCC[C@H]2NC(OC(C)(C)C)=O)CC1)NCCO